3-hydroxy-4-methoxypyrrolidine-1-carboxylic acid tert-butyl ester C(C)(C)(C)OC(=O)N1CC(C(C1)OC)O